tert-butyl (S)-(2-(methylamino)-6-((2-nitrophenyl)sulfonamido) hexyl)carbamate CN[C@H](CNC(OC(C)(C)C)=O)CCCCNS(=O)(=O)C1=C(C=CC=C1)[N+](=O)[O-]